ClC1=NC=CC(=C1)OC1=CC=C(C=C1)C(F)(F)F 2-chloro-4-(4-(trifluoromethyl)phenoxy)pyridine